C(#N)C1CN(C1)S(=O)(=O)N1C[C@H](CCC1)C(=O)N1[C@H](CCC1)C(=O)NCC1=C(C=C(C=C1)F)C 1-(((3S)-1-((3-cyano-1-azetidinyl)sulfonyl)-3-piperidinyl)carbonyl)-N-(4-fluoro-2-methylbenzyl)-D-prolinamide